tert-butyl N-[1-[4-(3-aminopyrazol-1-yl)phenyl]-1-methyl-ethyl]carbamate NC1=NN(C=C1)C1=CC=C(C=C1)C(C)(C)NC(OC(C)(C)C)=O